NC1=C(C(C2=C(NN=C2C)O1)(C(C)C)C=1C=C(C=C(C1)CO)C#CC1CC(C1)NC(OC(C)(C)C)=O)C#N tert-butyl N-[(1r,3r)-3-[2-(3-[6-amino-5-cyano-4-isopropyl-3-methyl-1H-pyrano[2,3-c]pyrazol-4-yl]-5-(hydroxymethyl)phenyl)ethynyl]cyclobutyl]carbamate